(2S)-3-[(3R)-3-[1-(7-{[(1R)-1-(2,4-dichlorophenyl)ethyl]amino}-2-methylpyrazolo[4,3-d]pyrimidin-5-yl)azetidin-3-yl]piperidin-1-yl]propane-1,2-diol ClC1=C(C=CC(=C1)Cl)[C@@H](C)NC=1C=2C(N=C(N1)N1CC(C1)[C@@H]1CN(CCC1)C[C@@H](CO)O)=CN(N2)C